4-((2R,3S,4S,5R)-3-(2-(2-(2-oxa-6-azaspiro[3.3]heptan-6-yl)ethoxy)-3,4-difluorophenyl)-4,5-dimethyl-5-(trifluoromethyl)tetrahydrofuran-2-carboxamido)-5-methylpicolinamide C1OCC12CN(C2)CCOC2=C(C=CC(=C2F)F)[C@H]2[C@@H](O[C@]([C@H]2C)(C(F)(F)F)C)C(=O)NC2=CC(=NC=C2C)C(=O)N